FC(C1=C(C(=NC=C1)C(=O)O)F)F 4-(difluoromethyl)-3-fluoropyridinecarboxylic acid